N-(tert-Butyl)-2-(3-(5-(cyclopropylmethoxy)-6-methyl-4-((1-methyl-1H-pyrazol-4-yl)amino)quinazolin-2-yl)phenoxy)acetamide bistrifluoroacetic acid salt FC(C(=O)O)(F)F.FC(C(=O)O)(F)F.C(C)(C)(C)NC(COC1=CC(=CC=C1)C1=NC2=CC=C(C(=C2C(=N1)NC=1C=NN(C1)C)OCC1CC1)C)=O